Cl.ClC=1C=C(C=CC1)C1=CC(N(C2=CC=C(C=C12)[C@](C1=CN=CN1C)(O)C1=CC=C(C=C1)Cl)C)=O |r| (±)-4-(3-chlorophenyl)-6-[(4-chlorophenyl)hydroxy(1-methyl-1H-imidazol-5-yl)methyl]-1-methyl-2(1H)-quinolinone monohydrochloride